[1-(trifluoromethyl)ethenyl]Boron FC(C(=C)[B])(F)F